NC1=CC(=C(OCCOC(C)O)C=C1)OC [2-(4-amino-2-methoxy-phenoxy)ethoxy]ethanol